N[C@@H]1C[C@@H](N(C2=CC(=CC=C12)Cl)C(CC)=O)C |o1:1,3| 1-((2S*,4R*)-4-amino-7-chloro-2-methyl-3,4-dihydroquinolin-1(2H)-yl)propan-1-one